(E)-6-methyl-2-(oct-2-en-4-yl)-1,3,6,2-dioxazaborocane-4,8-dione CN1CC(OB(OC(C1)=O)C(/C=C/C)CCCC)=O